C(C)(=O)N1C(CC(C2=CC=CC=C12)C)(CC)CC 1-acetyl-2,2-diethyl-4-methyl-1,2,3,4-tetrahydroquinoline